benzyl 4-hydroxy-4-methyl-2-azabicyclo[4.1.0]heptane-2-carboxylate OC1(CN(C2CC2C1)C(=O)OCC1=CC=CC=C1)C